C(#N)C1=CC(=C(C=C1)C1=CC=C(C=C1)CCNC(OC(C)(C)C)=O)C(C)=NNS(=O)(=O)C1=CC=C(C)C=C1 tert-Butyl (2-(4'-cyano-2'-(1-(2-tosylhydrazono)ethyl)-[1,1'-biphenyl]-4-yl)ethyl)carbamate